CONC(=O)C=1C=NC=CC1 N-methoxypyridine-3-carboxamide